5-phenyl-1H-imidazole-4-methanol C1(=CC=CC=C1)C1=C(N=CN1)CO